tert-Butyl N-methyl-N-[[3-[2-(phenylmethoxycarbonylamino)ethyl]phenyl]methyl]carbamate CN(C(OC(C)(C)C)=O)CC1=CC(=CC=C1)CCNC(=O)OCC1=CC=CC=C1